tert-butyl 6-((3-chloro-5-fluorophenyl) carbamoyl)-2-azaspiro[3.3]heptane-2-carboxylate ClC=1C=C(C=C(C1)F)NC(=O)C1CC2(CN(C2)C(=O)OC(C)(C)C)C1